5-phenylpiperidine-3-carboxamide C1(=CC=CC=C1)C1CC(CNC1)C(=O)N